(R or S)-3-[(1S)-1-({3-chloro-6-[6-(dimethylphosphoryl)pyridin-3-yl]-7-fluoro-2-methyl-1,5-naphthyridin-4-yl}amino)-2,2-difluoroethyl]-4-fluorobenzonitrile ClC=1C(=NC2=CC(=C(N=C2C1N[C@H](C(F)F)C=1C=C(C#N)C=CC1F)C=1C=NC(=CC1)P(=O)(C)C)F)C